[N+](=O)([O-])C1=C(N=CN1)C=O 5-NITRO-1H-IMIDAZOLE-4-CARBALDEHYDE